Methyl 2-(((tert-butoxycarbonyl)(methyl)amino)methyl)-2-(6-(trifluoromethyl)pyridin-3-yl)butanoate C(C)(C)(C)OC(=O)N(C)CC(C(=O)OC)(CC)C=1C=NC(=CC1)C(F)(F)F